BrC1=CC=2C[C@H](N3C([C@H](CCC(=C1)C32)NC(OC(C)(C)C)=O)=O)C(NC(C)CCC(N(C)C)=O)=O Tert-butyl N-[(2S,11S)-6-bromo-2-[[4-(dimethylcarbamoyl)butan-2-yl]carbamoyl]-12-oxo-1-azatricyclo[6.4.1.0^[4,13]]trideca-4(13),5,7-trien-11-yl]carbamate